6-ethylpyrazin C(C)C1=CN=CC=N1